(2S)-4-[(4S)-5,5-difluoro-4-hydroxy-3-(trifluoromethyl)-6,7-dihydro-4H-indazol-1-yl]-2-methylbutanenitrile FC1([C@H](C=2C(=NN(C2CC1)CC[C@@H](C#N)C)C(F)(F)F)O)F